COC(=O)C=1C=NC=C2C=CN=CC12 [2,6]naphthyridine-8-carboxylic acid methyl ester